6,7,8,9-tetrahydroimidazo[4,5-c]quinoline N1C=NC=2C=NC=3CCCCC3C21